1-[(4-chloro-6-methoxyquinolin-7-yl)oxy]-2-methylpropan-2-ol ClC1=CC=NC2=CC(=C(C=C12)OC)OCC(C)(O)C